2-methylsulfanyl-N6-methyladenosine CSC=1N=C(C=2N=CN([C@H]3[C@H](O)[C@H](O)[C@@H](CO)O3)C2N1)NC